2-[7-fluoro-3-(methoxymethoxy)-8-[2-(triisopropylsilyl)ethynyl]naphthalen-1-yl]-4,5,5-trimethyl-1,3,2-dioxaborolan-4-ylmethylium FC1=CC=C2C=C(C=C(C2=C1C#C[Si](C(C)C)(C(C)C)C(C)C)B1OC(C(O1)(C)[CH2+])(C)C)OCOC